C1(=CC=CC=C1)[C@@H]([C@@H](CO)NC1=CC=CC=C1)C (2S,3S)-3-phenyl-2-(phenylamino)butan-1-ol